C(CCCCC)C(COC(CCCCCN(CCCCCC(=O)OCC(CCCCCCCC)CCCCCC)CCN(CCO)CCCCCC(=O)OCCCCCCCCCC)=O)CCCCCCCC bis(2-hexyldecyl)6,6'-((2-((6-(decyloxy)-6-oxohexyl)(2-hydroxyethyl)amino)ethyl)azanediyl)dihexanoate